N1C(=NC=C1)C(CC)C1=C2N(N=C1N1C(C(=CC=C1)C(F)(F)F)N)CC[C@]21CNCC1 (3R)-1-[(1-(1H-imidazol-2-yl)propyl)-5',6'-dihydrospiro[pyrrolidine-3,4'-pyrrolo[1,2-b]pyrazol]-2'-yl]-3-(trifluoromethyl)pyridin-2-amine